C1(CC1)C=1C=CC2=C(N(CCCC2)CC2=CC=C(C(=O)NO)C=C2)C1 4-((8-cyclopropyl-2,3,4,5-tetrahydro-1H-benzo[b]azepin-1-yl)methyl)-N-hydroxybenzamide